6-(1-acetyl-3,6-dihydro-2H-pyridin-5-yl)-7-fluoro-N,N-dimethyl-4-(4,4,5,5-tetramethyl-1,3,2-dioxaborolan-2-yl)-1H-indole-2-carboxamide C(C)(=O)N1CCC=C(C1)C1=CC(=C2C=C(NC2=C1F)C(=O)N(C)C)B1OC(C(O1)(C)C)(C)C